[5-[(5-chloropyrimidin-2-yl)methyl]-2-(methoxymethyl)pyrimidin-4-yl] 4-methylbenzenesulfonate CC1=CC=C(C=C1)S(=O)(=O)OC1=NC(=NC=C1CC1=NC=C(C=N1)Cl)COC